C1(CC1)C(CC(C(=O)O)=O)=O.S1C=C(C=C1)COC1=CC=C(C2=C1OCO2)CN[C@H](C(=O)N)C (S)-2-{[7-(thiophen-3-ylmethoxy)benzo[d][1,3]dioxol-4-yl]methylamino}propanamide 4-cyclopropyl-2,4-dioxo-butyrate